CCCCCCCC(CCCCCCCCCCCCC)O heneicosane-8-ol